C(C)OC(=O)C1(CCC1)NC=1N=CC2=CC=C(C=C2C1)Br ((6-bromoisoquinolin-3-yl)amino)cyclobutane-1-carboxylic acid ethyl ester